FC=1C=C(CNC(=O)C2=CC=C(S2)C2C(=C(NC(=C2C=2N=C(OC2)C)CCC2=CC=C(C=C2)F)CC(C)C)C(=O)N)C=CC1F 4-(5-((3,4-difluorobenzyl)carbamoyl)thiophen-2-yl)-6-(4-fluorophenethyl)-2-isobutyl-5-(2-methyloxazol-4-yl)-1,4-dihydropyridine-3-carboxamide